6-(pyridin-2-yl)-2,6-diazaspiro[3.3]heptane-2-carboxylic acid tert-butyl ester C(C)(C)(C)OC(=O)N1CC2(C1)CN(C2)C2=NC=CC=C2